COC=1C=C(CNC(=O)NC)C=CC1N1N=C(C=2C=NC(=CC21)C=2C=NN1C2N=CC=C1)C 1-(3-methoxy-4-(3-methyl-6-(pyrazolo[1,5-a]pyrimidin-3-yl)-1H-pyrazolo[4,3-c]pyridin-1-yl)benzyl)-3-methylurea